ClC1(CC1)C(=O)CCl 1-chloromethyl (1-chlorocyclopropyl) ketone